CC1[N@@](C1)S(=O)(=O)C1=CC=C(C=C1)[N+](=O)[O-] (R)-2-methyl-1-p-nitrobenzenesulfonyl-aziridine